2-((3R,6S)-3-(4-hydroxybenzyl)-1-((4-hydroxyphenethoxy)carbonyl)-8-(4-hydroxyphenethyl)-4,7-dioxooctahydropyrazino[2,1-c][1,2,4]oxadiazin-6-yl)acetic acid OC1=CC=C(C[C@@H]2C(N3C(N(O2)C(=O)OCCC2=CC=C(C=C2)O)CN(C([C@@H]3CC(=O)O)=O)CCC3=CC=C(C=C3)O)=O)C=C1